[Na].[Na].[Ca] Calcium Dinatrium